C[C@@H]1C(=O)OC1 (S)-α-methyl-β-propiolactone